5-(Aminomethyl)-N-(4-(2,6-dimethylmorpholino)phenyl)adamantan-2-amine NCC12CC3C(C(CC(C1)C3)C2)NC2=CC=C(C=C2)N2CC(OC(C2)C)C